2-(3-(3-(1-(2-chloro-4-fluorophenyl)cyclopropyl)-1,2,4-oxadiazol-5-yl)-5-(difluoromethyl)-1H-pyrazol-1-yl)-1-(3-methoxyazetidin-1-yl)ethan-1-one ClC1=C(C=CC(=C1)F)C1(CC1)C1=NOC(=N1)C1=NN(C(=C1)C(F)F)CC(=O)N1CC(C1)OC